CN1N=C(C=C1C(=O)NC1(CC1)C=1C=CC(=NC1)C1=CC(=NC=C1)C(F)(F)F)C(F)(F)F 1-methyl-3-(trifluoromethyl)-N-(1-(2'-(trifluoromethyl)-[2,4'-bipyridin]-5-yl)cyclopropyl)-1H-pyrazole-5-carboxamide